CN1N=CC=2C(=NC(=CC21)C(=O)N)C=2N(C=C(N2)C2=CC=NN2C)C 1-methyl-4-[1-methyl-4-(1-methyl-1H-pyrazol-5-yl)-1H-imidazol-2-yl]-1H-pyrazolo[4,3-c]pyridine-6-carboxamide